N-{[4-(4-methylthiophene-2-sulfonyl)phenyl]methyl}imidazo[1,2-a]pyridine-6-carboxamide CC=1C=C(SC1)S(=O)(=O)C1=CC=C(C=C1)CNC(=O)C=1C=CC=2N(C1)C=CN2